FC1(CC(C1)C=1C=CC(=NC1F)[C@@H](NC(=O)[C@H]1N(C[C@@H](C1)F)C(CN1N=NN=C1C(F)F)=O)C1=CC=CC=C1)F (2S,4R)-N-[(S)-[5-(3,3-difluorocyclobutyl)-6-fluoropyridin-2-yl](phenyl)methyl]-1-{2-[5-(difluoromethyl)-1H-1,2,3,4-tetrazol-1-yl]acetyl}-4-fluoropyrrolidine-2-carboxamide